C(C)OC(C(C(=O)OCC)(CC(C)(F)F)C1=C(C(=C(C=C1)[N+](=O)[O-])N(CC1=CC=CC=C1)CC1=CC=CC=C1)F)=O 2-[3-(dibenzylamino)-2-fluoro-4-nitrophenyl]-2-(2,2-difluoropropyl)propanedioic acid diethyl ester